C(C)(C)(C)OC(=O)N1COC2=C(C1)C=CC=C2C2=C(C(=C(C=C2F)C(=O)OC)N2CCOCC2)F 8-(2,6-Difluoro-4-methoxycarbonyl-3-morpholin-4-ylphenyl)-2,4-dihydro-1,3-benzoxazine-3-carboxylic acid tert-butyl ester